5-FLUORO-2-METHOXYCARBONYLPHENYLBORONIC ACID FC=1C=CC(=C(C1)B(O)O)C(=O)OC